2,6-dichloro-5-methoxy-4-vinylpyrimidine ClC1=NC(=C(C(=N1)C=C)OC)Cl